2-{[2-(difluoromethoxy)phenyl]amino}-4-[(1-oxo-1,2,3,4-tetrahydroisoquinolin-5-yl)amino]pyrimidine-5-carboxamide FC(OC1=C(C=CC=C1)NC1=NC=C(C(=N1)NC1=C2CCNC(C2=CC=C1)=O)C(=O)N)F